Ethyl-piperidine-1-carboxylic acid tert-butyl ester C(C)(C)(C)OC(=O)N1C(CCCC1)CC